5-(difluoromethoxy)-2-[2-(2-ethoxyphenyl)-7-[[(2R)-pyrrolidin-2-yl]methyl]spiro[6,8-dihydro-1,7-naphthyridine-5,4'-piperidine]-1'-yl]benzonitrile FC(OC=1C=CC(=C(C#N)C1)N1CCC2(CC1)C=1C=CC(=NC1CN(C2)C[C@@H]2NCCC2)C2=C(C=CC=C2)OCC)F